COC1=CC=C(C(=O)NC2CCC(CC2)NC2=NC(=NC(=C2)C(F)(F)F)N(C)C)C=C1 4-methoxy-N-[(1s,4s)-4-{[2-(dimethylamino)-6-(trifluoromethyl)pyrimidin-4-yl]amino}cyclohexyl]benzamide